F[C@@H]1CN(CC1)C1CCC(CC1)N1C(NC2=C1C=C(C(=C2)C=2C=C(C=1N(C2)N=CN1)OC)C(C)C)=O (S)-1-(4-(3-fluoropyrrolidin-1-yl)cyclohexyl)-6-isopropyl-5-(8-methoxy-[1,2,4]triazolo[1,5-a]pyridin-6-yl)-1,3-dihydro-2H-benzo[d]imidazol-2-one